O[C@](C)(C1=NN=CN1C)C=1C=C(C=CC1)N1C(C2=CC(=CC(=C2C1)C(F)(F)F)CNC1(CCC1)C)=O (S)-2-(3-(1-hydroxy-1-(4-methyl-4H-1,2,4-triazol-3-yl)ethyl)phenyl)-6-(((1-methylcyclobutyl)amino)methyl)-4-(trifluoromethyl)isoindolin-1-one